CS(=O)(=O)C1=CC(=C(C=C1)NCC#CC=1N(C=2C=CC=C(C2C1)NC1CCC(CC1)N1C[C@@H]2OC(C1)C2)CC(F)(F)F)OC 2-{3-[(4-methane-sulfonyl-2-methoxy-phenyl)amino]prop-1-yn-1-yl}-N-[(1R,4R)-4-{6-oxa-3-azabicyclo[3.1.1]heptan-3-yl}cyclohexyl]-1-(2,2,2-trifluoroethyl)-1H-indol-4-amine